[Na].ClC1=C(C=CC=C1)N1CSCC1=O 3-(2-chlorophenyl)thiazolidin-4-one sodium